cobalt oxide zinc tantalum [Ta].[Zn].[Co]=O